C1(=CC=CC=C1)C1=CC=CC(=N1)C1=CC=C(C=C1)C1=C(C(=NC=C1N1C2=CC=C(C=C2C=2C=C(C=CC12)C1=CC=CC=C1)C1=CC=CC=C1)N1C2=CC=C(C=C2C=2C=C(C=CC12)C1=CC=CC=C1)C1=CC=CC=C1)N1C2=CC=C(C=C2C=2C=C(C=CC12)C1=CC=CC=C1)C1=CC=CC=C1 9,9',9''-(4-(4-(6-phenylpyridin-2-yl)phenyl)pyridine-2,3,5-triyl)tris(3,6-diphenyl-9H-carbazole)